NC1=NC=CC=C1C1=NC=2C(=NC(=CC2)C2=CC=CC=C2)N1C=1C=C2CC[C@@H](C2=CC1)NC(C1=CC(=C(C=C1)NC(C)=O)C1OCCO1)=O N-[(1S)-5-[2-(2-aminopyridin-3-yl)-5-phenylimidazo[4,5-b]pyridin-3-yl]-2,3-dihydro-1H-inden-1-yl]-3-(1,3-dioxolan-2-yl)-4-acetamidobenzamide